benzyl 5-oxo-6,9-diazatricyclo[6.1.1.02,6]decane-9-carboxylate O=C1CCC2C3N(C(CN12)C3)C(=O)OCC3=CC=CC=C3